tromethamine NC(CO)(CO)CO